ClC1=CNC2=NC=CC(=C21)OC2=C(C=C(C=C2F)NC=2OC[C@](CN2)(COC(C)C)C)F |r| (+/-)-N-{4-[(3-chloro-1H-pyrrolo[2,3-b]pyridin-4-yl)oxy]-3,5-difluorophenyl}-5-methyl-5-{[(propan-2-yl)oxy]methyl}-5,6-dihydro-4H-1,3-oxazin-2-amine